FC1=C(C(=C(C(=C1[B-](C1=C(C(=C(C(=C1F)F)F)F)F)(C1=C(C(=C(C(=C1F)F)F)F)F)C1=C(C(=C(C(=C1F)F)F)F)F)F)F)F)F.C1(=CC=CC=C1)[I+]C1=CC=CC=C1 diphenyl-iodonium tetrakis-(pentafluorophenyl)-borate